ClC1=CC=CN2C(=CC(=C12)C(=O)N(C([2H])([2H])[2H])CC1CCC(CC1)(F)F)CCOC([2H])([2H])[2H] 8-chloro-N-[(4,4-difluorocyclohexyl)methyl]-3-[2-(trideuteriomethoxy)ethyl]-N-(trideuteriomethyl)indolizine-1-carboxamide